The molecule is a monocarboxylic acid anion that is the conjugate base of N-carbamoyl-beta-alanine arising from deprotonation of the carboxy group. It has a role as a human metabolite. It is a conjugate base of a N-carbamoyl-beta-alanine. C(CNC(=O)N)C(=O)[O-]